benzyl cis-4-[[(tert-butoxy) carbonyl] amino]-6-oxa-2-azaspiro[4.5]dec-8-ene-2-carboxylate C(C)(C)(C)OC(=O)NC1CN(CC12OCC=CC2)C(=O)OCC2=CC=CC=C2